1-(4-pyridyl)-1,3-propanediol N1=CC=C(C=C1)C(CCO)O